methyl 7-cyano-3-(2-{[(1s,3s)-3-[(2,2-dimethyl-4-oxo-5-aza-3-oxanon-9-yl) amino] cyclopentyl] amino}-5-(trifluoromethyl) pyrimidin-4-yl)-1H-indole-6-carboxylate C(#N)C=1C(=CC=C2C(=CNC12)C1=NC(=NC=C1C(F)(F)F)N[C@@H]1C[C@H](CC1)NCCCCNC(OC(C)(C)C)=O)C(=O)OC